1-(4-(bicyclo[2.2.1]hept-5-en-2-yl)butyl)-2-(2,6-dimethylphenyl)-3-ethyl-4,5-diphenyl-1H-imidazol-3-ium hexafluoroantimonate F[Sb-](F)(F)(F)(F)F.C12C(CC(C=C1)C2)CCCCN2C(=[N+](C(=C2C2=CC=CC=C2)C2=CC=CC=C2)CC)C2=C(C=CC=C2C)C